ClC=1C=C(C=C(C1)NS(=O)(=O)C)NC(=O)C1=CN(C(=C1)C1=NC=C(C=C1OCC=1C=NC=C(C1)F)F)CC N-(3-chloro-5-(methylsulfonamido)phenyl)-1-ethyl-5-(5-fluoro-3-((5-fluoropyridin-3-yl)methoxy)pyridin-2-yl)-1H-pyrrole-3-carboxamide